ethyl (3S,4S)-1-benzyl-4-((S)-4-benzyl-2-oxooxazolidine-3-carbonyl)pyrrolidine-3-carboxylate C(C1=CC=CC=C1)N1C[C@H]([C@@H](C1)C(=O)N1C(OC[C@@H]1CC1=CC=CC=C1)=O)C(=O)OCC